2-methacryloxy-n-butylthio-5-isopropylthio-1,3,4-thiadiazole C(C(=C)C)(=O)OC(CSC=1SC(=NN1)SC(C)C)CC